(2r,6s)-2,6-dimethyltetrahydro-4H-pyran-4-one C[C@H]1O[C@H](CC(C1)=O)C